5-((1S,5R)-6-(2-(4-(3-(1-(5-chloropyrimidin-2-yl)piperidin-4-yl)propoxy)-2-fluorophenyl)acetyl)-3,6-diazabicyclo[3.2.0]heptan-3-yl)-5-oxopentane-1-sulfonic acid ClC=1C=NC(=NC1)N1CCC(CC1)CCCOC1=CC(=C(C=C1)CC(=O)N1[C@H]2CN(C[C@H]2C1)C(CCCCS(=O)(=O)O)=O)F